[Na].N1N=NN=C1C=1C=C(C=CC1)N1C(C(NC=2C3=C(C=CC12)C=CC=C3)=O)=O 4-[3-(1H-tetrazol-5-yl)phenyl]-1,4-dihydrobenzo[f]quinoxaline-2,3-dione sodium salt